3-(5-(hydroxymethyl)benzo[d]oxazol-2-yl)piperidine-2,6-dione OCC=1C=CC2=C(N=C(O2)C2C(NC(CC2)=O)=O)C1